COC1=C(C=C(C=C1)NC1=NC=CC(=N1)NC1CCOCC1)OCCCN1CCCC1 N2-(4-methoxy-3-(3-(pyrrolidin-1-yl)propoxy)phenyl)-N4-(tetrahydro-2H-pyran-4-yl)pyrimidine-2,4-diamine